COC(C1=C(C=C(C(=C1)OC)N(C(=O)OC(C)(C)C)CC#CC=1N(C2=CC=CC(=C2C1)N[C@H]1[C@H](CN(CC1)C)F)CC1CC1)F)=O.N1CCC(CC1)NC1=CC=CC=C1 4-piperidyl-aniline methyl-4-[(3-{4-[(3S,4R)-3-fluoro-1-methyl-4-piperidylamino]-1-(cyclopropylmethyl)-2-indolyl}-2-propynyl)(tert-butyl)(oxycarbonylamino)]-2-fluoro-5-anisate